C(C)C=1N(C2=CC(=CC=C2C1CC1CCC(CC1)OC(C)C)F)C(=O)N1CCC(CC1)(C(=O)N[C@@H]1[C@H](C[C@H](CC1)C(=O)O)C)C1=CC=C(C=C1)F (1S,3S,4S)-4-(1-(2-ethyl-6-fluoro-3-(((1r,4S)-4-isopropoxycyclohexyl)methyl)-1H-indole-1-carbonyl)-4-(4-fluorophenyl)piperidine-4-carboxamido)-3-methylcyclohexane-1-carboxylic acid